ditolyl sulfide C=1(C(=CC=CC1)SC1=C(C=CC=C1)C)C